OC1(CCN(CC1)C(=O)NC1=NC2=C(N1)C(=CC=C2N2CC(CCC2)COC#N)OC)C (1-{2-[(4-hydroxy-4-methylpiperidine-1-carbonyl)amino]-7-methoxy-1H-1,3-benzodiazol-4-yl}piperidin-3-yl)methyl cyanate